2-(3-(((4-(2-((6-(1,2,3-thiadiazol-5-yl)-1H-pyrazolo[4,3-c]pyridin-4-yl)amino)ethoxy)butyl)amino)methyl)-5-(trifluoromethoxy)phenoxy)ethan-1-ol S1N=NC=C1C1=CC2=C(C(=N1)NCCOCCCCNCC=1C=C(OCCO)C=C(C1)OC(F)(F)F)C=NN2